BrC=1C=CC(=C(C1)C(C(=O)N[C@@H](CC(=O)OCC)C=1C=C(C=C(C1F)C)C1=C(C=CC=C1C)O)N1C(C2=C(C=C1)OC=C2)=O)F ethyl (3S)-3-[2-(5-bromo-2-fluorophenyl)-2-{4-oxofuro[3,2-c]pyridin-5-yl}acetamido]-3-{4-fluoro-2'-hydroxy-5,6'-dimethyl-[1,1'-biphenyl]-3-yl}propanoate